C(C1=CC=CC=C1)(=O)OC[C@@H](O)[C@@H](O)[C@H](O)[C@H](O)CO mannitol 1-benzoate